1-(1-(4-(2,2-Difluoroethoxy)pyridin-2-yl)piperidin-4-yl)-3-(pyridin-3-yl)thiourea FC(COC1=CC(=NC=C1)N1CCC(CC1)NC(=S)NC=1C=NC=CC1)F